6-(4-fluoro-3-methyl-phenyl)-1-[(5-fluoro-3-pyridinyl)methyl]-3H-imidazo[4,5-b]pyridin-2-one FC1=C(C=C(C=C1)C=1C=C2C(=NC1)NC(N2CC=2C=NC=C(C2)F)=O)C